tert-butyl (4-carbamimidoylthiophen-2-yl)carbamate C(N)(=N)C=1C=C(SC1)NC(OC(C)(C)C)=O